N1C=CC2=CC(=CC=C12)S(=O)(=O)N1N=C(C=C1)C(=O)NC1=CC=C(C=C1)C(C)(C)C 1-((1H-indol-5-yl)sulfonyl)-N-(4-(tert-butyl)phenyl)-1H-pyrazole-3-carboxamide